pyrophosphate copper-tin [Sn+4].[Cu+2].[O-]P([O-])(=O)OP(=O)([O-])[O-]